O.S(=O)(=O)([O-])[O-].[As]([O-])(O)O.[Fe+3] ferric arsenite sulphate hydrate